6-(2-chloro-3,5-dimethoxyphenyl)-N-(6-(4-methylpiperazin-1-yl)pyridin-3-yl)-[1,2,4]triazolo[4',3':1,6]pyrido[2,3-d]pyrimidin-2-amine ClC1=C(C=C(C=C1OC)OC)C1=CC2=C(N=C(N=C2)NC=2C=NC(=CC2)N2CCN(CC2)C)N2C1=NN=C2